CC(C)(C)[S@@](=O)N[C@@H]1CCOC12CCNCC2 (R)-2-methyl-N-((R)-1-oxa-8-azaspiro[4.5]decan-4-yl)propane-2-sulfinamide